O1C=CC=2C(=NC=CC21)NN Furo[3,2-c]pyridin-4-ylhydrazine